COC1=CC=C(C=C1)/C=C/C(=O)C1=C(C2=C(N=CN=C2)NC1=O)C (E)-6-(3-(4-methoxyphenyl)acryloyl)-5-methylpyrido[2,3-d]pyrimidin-7(8H)-one